N-(R,S)-acetyl-S-(carbamoyl-2-hydroxyethyl)-L-cysteine C(C)(=O)N[C@@H](CSCC(O)C(N)=O)C(=O)O